N1=CC(=CC=C1)CC1=NNC2=CC=C(C=C12)N (3-pyridylmethyl)-indazol-5-amine